CC1=C2C=CC(C(=C3C=CC(=C(C=4C=CC(=C(C5=CC=C1N5)C)N4)C)N3)C)=N2.[Mg] Magnesium Tetramethylporphyrin